Oleic Acid Iron [Fe].C(CCCCCCC\C=C/CCCCCCCC)(=O)O